COC(=O)C=1NNC(C1)=COC(F)(F)F 5-trifluoromethoxymethylene-1H-pyrazole-3-carboxylic acid methyl ester